C(C1=CC=CC=C1)NC(C1=CC(=CC=C1)C1=C2C(=NC=C1)CN(C2)C#N)=O N-benzyl-3-(6-cyano-6,7-dihydro-5H-pyrrolo[3,4-b]pyridin-4-yl)benzamide